N-[2-hydroxy-1,1-bis(hydroxymethyl)ethyl]-4-{2-[(2S)-2-methylazetidin-1-yl]-6-(trifluoromethyl)pyrimidin-4-yl}benzamide OCC(CO)(CO)NC(C1=CC=C(C=C1)C1=NC(=NC(=C1)C(F)(F)F)N1[C@H](CC1)C)=O